[Si](C)(C)(C(C)(C)C)OCCNC1=NC(=NC=C1C=O)SC 4-((2-((tert-butyldimethylsilyl)oxy)ethyl)amino)-2-(methylthio)pyrimidine-5-carbaldehyde